N-methyl-N-(6-Methyl-3-nitropyridin-2-yl)methanesulfonamide CN(S(=O)(=O)C)C1=NC(=CC=C1[N+](=O)[O-])C